Butyl 4-(Pyrazin-2-yl)piperazine-1-carboxylate N1=C(C=NC=C1)N1CCN(CC1)C(=O)OCCCC